NC1=C(C(=C(OC2=NC=CC=C2C2=NC(=NC=C2)N[C@@H]2CN(C[C@@H](C2)C)C(=O)OCC2=CC=CC=C2)C=C1)F)F benzyl (3S,5R)-3-((4-(2-(4-amino-2,3-difluorophenoxy)pyridin-3-yl)pyrimidin-2-yl)amino)-5-methylpiperidine-1-carboxylate